N-palmitoyl-amide C(CCCCCCCCCCCCCCC)(=O)[NH-]